2-[(4,4-difluorocyclohexyl)methyl]-4,5-dimethyl-N-(3-methylsulfonylphenyl)pyrazole FC1(CCC(CC1)CN1N(C(=C(C1)C)C)C1=CC(=CC=C1)S(=O)(=O)C)F